BrC1=CC(=C(C=C1)C=1N(C=C(N1)C(F)(F)F)C(C)C)OCC1=CC=C(C=C1)OC 2-(4-bromo-2-((4-methoxybenzyl)oxy)phenyl)-1-isopropyl-4-(trifluoromethyl)-1H-imidazole